FC(N1N=C(C=C1)C=1C2=C(N=C(N1)C1=CC=C(C=C1)F)CN(CC2)C(C=C)=O)F 1-(4-(1-(difluoromethyl)-1H-pyrazol-3-yl)-2-(4-fluorophenyl)-5,8-dihydropyrido[3,4-d]pyrimidin-7(6H)-yl)prop-2-en-1-one